triphenyl-phosphonium oxalate C(C(=O)[O-])(=O)[O-].C1(=CC=CC=C1)[PH+](C1=CC=CC=C1)C1=CC=CC=C1.C1(=CC=CC=C1)[PH+](C1=CC=CC=C1)C1=CC=CC=C1